N1=CC=C(C=C1)C1=NC(=NN1)C1=CC=NC=C1 4-[5-Pyridin-4-Yl-1h-[1,2,4]Triazol-3-Yl]-Pyridine